NCC1CCC(CC1)NC1=CC=2CCCCC2C=C1 N-(4-(aminomethyl)cyclohexyl)-5,6,7,8-tetrahydronaphthalen-2-amine